2-Nitro-5-((6-(thiophen-2-yl)pyridin-3-yl)thio)aniline [N+](=O)([O-])C1=C(N)C=C(C=C1)SC=1C=NC(=CC1)C=1SC=CC1